COC(=O)C1=NC=CC=C1 (methoxy-carbonyl)-pyridine